N-(5-(2-(((1r,4r)-4-aminocyclohexyl)amino)-8-methoxyquinazolin-6-yl)-1-methyl-1H-pyrazol-3-yl)-2-chlorobenzene-sulfonamide NC1CCC(CC1)NC1=NC2=C(C=C(C=C2C=N1)C1=CC(=NN1C)NS(=O)(=O)C1=C(C=CC=C1)Cl)OC